N-(4-(1-methyl-1H-indazol-5-yl)-3-(2H-tetrazol-5-yl)phenyl)-4-(trifluoromethyl)piperidine-1-carboxamide CN1N=CC2=CC(=CC=C12)C1=C(C=C(C=C1)NC(=O)N1CCC(CC1)C(F)(F)F)C=1N=NNN1